C(C)OC(C)N1N=CC(=C1)C1=C(C=2N(C=N1)N=C(N2)NC2=C(C=C(C=C2)S(=O)(=O)C=2C=C(C=CC2)C(C)O)F)OC(C)C 1-{3-[4-({7-[1-(1-ethoxyethyl)pyrazol-4-yl]-8-isopropoxy-[1,2,4]triazolo[1,5-c]pyrimidin-2-yl}amino)-3-fluorobenzenesulfonyl]phenyl}ethanol